C(C1=CC=CC=C1)(=O)OC\C=C\CO (E)-4-Hydroxybut-2-en-1-yl benzoate